5,7-dimethoxy-4-oxo-2-(3,4,5-trimethoxyphenyl)-4H-chromen-3-yl 4-acetamidobenzenesulfonate C(C)(=O)NC1=CC=C(C=C1)S(=O)(=O)OC1=C(OC2=CC(=CC(=C2C1=O)OC)OC)C1=CC(=C(C(=C1)OC)OC)OC